2-chloro-N4-methyl-pyrimidine-4,5-diamine ClC1=NC=C(C(=N1)NC)N